4-tert-butyl-2,6-xylenol C(C)(C)(C)C=1C=C(C(=C(C1)C)O)C